OC[C@@H]1[C@@H](C1)CCC1C(C1)C(=O)OC(C)(C)C tert-butyl 2-(2-((1R,2S)-2-(hydroxymethyl)cyclopropyl)ethyl)cyclopropane-1-carboxylate